C(C)N1C2=CC(=CC=C2C=2C=C(C=CC12)CNCCCCN1CC=2N(CCC1)N=C(C2)C(=O)NC=2SC1=C(N2)C=CC(=C1)NS(=O)(=O)C=1SC=CC1)C=1SC=C(C1)C 5-[4-[[9-ethyl-7-(4-methyl-2-thienyl)carbazol-3-yl]methylamino]butyl]-N-[6-(2-thienylsulfonylamino)-1,3-benzothiazol-2-yl]-4,6,7,8-tetrahydropyrazolo[1,5-a][1,4]diazepine-2-carboxamide